Tert-butyl 4-[2-[3-[1,3-benzodioxol-5-yl (methyl)carbamoyl]phenyl]-5-(trifluoromethyl)pyrazol-3-yl]oxypiperidine-1-carboxylate O1COC2=C1C=CC(=C2)N(C(=O)C=2C=C(C=CC2)N2N=C(C=C2OC2CCN(CC2)C(=O)OC(C)(C)C)C(F)(F)F)C